COC([C@H](CC1=CC=C(C=C1)N1C(N(C2=C1C=CC(=C2)N(C)C)C)=O)NC(C2=C(C=CC=C2F)Cl)=O)=O (S)-2-(2-chloro-6-fluorobenzamido)-3-(4-(5-(dimethylamino)-3-methyl-2-oxo-2,3-dihydro-1H-benzo[d]imidazol-1-yl)phenyl)propanoic acid methyl ester